cyclohexane-1,4-dicarboxylic acid butyl (isononyl) ester C(CCCCCC(C)C)OC(=O)C1CCC(CC1)C(=O)OCCCC